methyl N-[5-[6-[(4-cyano-3-methoxy-phenyl)-methyl-carbamoyl]imidazo[1,2-a]pyridin-3-yl]-2-pyridyl]carbamate C(#N)C1=C(C=C(C=C1)N(C(=O)C=1C=CC=2N(C1)C(=CN2)C=2C=CC(=NC2)NC(OC)=O)C)OC